undecanethiol gold [Au].C(CCCCCCCCCC)S